C=C(C(=O)OC1CN(C1)S(=O)(=O)C)CC(N[C@@H](C)C1=NC=C(C=C1)C(F)(F)F)=O 1-(methylsulfonyl)azetidin-3-yl (S)-2-methylene-4-oxo-4-((1-(5-(trifluoromethyl)pyridin-2-yl)ethyl)amino)butanoate